BrC1=CC2=C(N(N=N2)C(C)(C)C)C=C1F 5-bromo-1-(tert-butyl)-6-fluoro-1H-benzo[d][1,2,3]triazole